(1R,2S,3R)-N-(7-chloro-6-(4-((3S,4S)-4-hydroxy-3-methyltetrahydrofuran-3-yl)piperazin-1-yl)isoquinolin-3-yl)-2-methyl-3-(pyridin-2-yl)cyclopropane-1-carboxamide ClC1=C(C=C2C=C(N=CC2=C1)NC(=O)[C@@H]1[C@H]([C@H]1C1=NC=CC=C1)C)N1CCN(CC1)[C@]1(COC[C@H]1O)C